BrC1=CC=2C(C3=CC=CC=C3C2C=C1)(C(=O)N1C2CC(C(C1C(=O)NC(CC1C(NCCC1)=O)C#N)CC2)(F)F)O 2-(2-bromo-9-hydroxy-9H-fluorene-9-carbonyl)-N-(1-cyano-2-(2-oxopiperidin-3-yl)ethyl)-5,5-difluoro-2-azabicyclo[2.2.2]octane-3-carboxamide